boc-aminoalcohol C(=O)(OC(C)(C)C)NO